CN1CCN(CC1)C(=O)C=1C=C2C=CC(=CC2=CC1)CCOC1=CC=NC2=CC=CC=C12 4-(2-(6-(4-methylpiperazine-1-carbonyl)naphth-2-yl)ethoxy)quinoline